C1(=C(C(=CC2=CC=CC=C12)C(=O)[O-])C(=O)[O-])C(=O)[O-].[NH4+].[NH4+].[NH4+] ammonium naphthalenetricarboxylate